(4R)-3-(2-chloro-5-fluoro-pyrimidin-4-yl)-4-methyl-5,6,7,8-tetrahydro-4H-pyrazolo[1,5-a]azepine ClC1=NC=C(C(=N1)C=1C=NN2C1[C@@H](CCCC2)C)F